(4aR,8aS)-6-(3-(4-(Cyclopropylmethoxy)phenyl)azetidine-1-carbonyl)hexahydro-2H-pyrido[4,3-b][1,4]oxazin-3(4H)-one C1(CC1)COC1=CC=C(C=C1)C1CN(C1)C(=O)N1C[C@@H]2[C@@H](OCC(N2)=O)CC1